ClC=1C=NC(=C(C(=O)NC2CCC(CC2)CN2C(N(C3=C2C=CC=C3)C=3C=NC(=CC3)OC3CC3)=O)C1)C 5-chloro-N-(4-((3-(6-cyclopropoxypyridin-3-yl)-2-oxo-2,3-dihydro-1H-benzo[d]imidazol-1-yl)methyl)cyclohexyl)-2-methylnicotinamide